5-fluorophenylboronic acid FC=1C=CC=C(C1)B(O)O